CC=1C=C(C(=O)NC2CCC3=CC(=CC=C23)C=2OC=C(N2)C)C=CN1 2-methyl-N-(5-(4-methyloxazol-2-yl)-2,3-dihydro-1H-inden-1-yl)isonicotinamide